O.Cl.C1=NC=CC=2C(=CC=CC12)S(=O)(=O)N1CCNCCC1.C1=NC=CC=2C(=CC=CC12)S(=O)(=O)N1CCNCCC1.Cl Hexahydro-1-(5-isoquinolinesulfonyl)1H-1,4-diazepine monohydrochloride hemihydrate